N-(4-chlorophenyl)-7-(6-fluoroquinolin-4-yl)-1-azaspiro[3.5]nonane-1-carboxamide ClC1=CC=C(C=C1)NC(=O)N1CCC12CCC(CC2)C2=CC=NC1=CC=C(C=C21)F